Butyl (2-(1-(trifluoromethyl)cyclopropyl)ethyl)carbamate FC(C1(CC1)CCNC(OCCCC)=O)(F)F